tert-butyl (6S)-6-[[(1S)-2-amino-2-oxo-1-[[(3S)-2-oxopyrrolidin-3-yl]methyl]ethyl]carbamoyl]-5-azaspiro[2.4]heptane-5-carboxylate NC([C@H](C[C@H]1C(NCC1)=O)NC(=O)[C@H]1N(CC2(CC2)C1)C(=O)OC(C)(C)C)=O